Isopropyl rel-(2R,4R)-4-[[3-(3-fluorophenyl)-5-methyl-4H-isoxazol-5-carbonyl]amino]tetra-hydrofuran-2-carboxylat FC=1C=C(C=CC1)C1=NOC(C1)(C(=O)N[C@@H]1C[C@@H](OC1)C(=O)OC(C)C)C |o1:15,17|